ethyl 2-chloro-3-(4-chlorophenyl)-3-oxopropionate ClC(C(=O)OCC)C(=O)C1=CC=C(C=C1)Cl